CC(=O)N[C@@H]1[C@H](C[C@@](O[C@H]1[C@@H]([C@@H](CO)O)O)(C(=O)O)O[C@H]2[C@H]([C@H](O[C@H]([C@@H]2O)O[C@@H]3[C@H](O[C@H]([C@@H]([C@H]3O)NC(=O)C)OC[C@@H]4[C@@H]([C@@H]([C@H]([C@H](O4)O)NC(=O)C)O[C@H]5[C@@H]([C@H]([C@H]([C@H](O5)CO)O)O)O)O)CO)CO)O)O The molecule is a branched amino pentasaccharide comprising alpha-N-acetylneuraminyl, beta-D-galactosyl, N-acetyl-beta-D-glucosaminyl and N-acetyl-alpha-D-galactosamine residues linked sequentially (2->3), (1->4) and (1->6), to the galactosamine residue of which is also linked (1->3) a beta-D-galactosyl residue.